OCCOC1=C(C=C(C(=O)O)C=C1)OC 4-(2-hydroxyethoxy)-3-methoxybenzoic acid